1,2-bis[(2-methoxyphenyl)phenylphosphineoxy]ethane COC1=C(C=CC=C1)P(OCCOP(C1=CC=CC=C1)C1=C(C=CC=C1)OC)C1=CC=CC=C1